(oxy)diamine O(N)N